OCCN1N=CC(=C1)C1=CC=2N(C=C1)C(=NN2)C(=O)NC=2C(=NC=C(C2)NC(CN2[C@H](CCC2)C)=O)C (S)-7-(1-(2-hydroxyethyl)-1H-pyrazol-4-yl)-N-(2-methyl-5-(2-(2-methylpyrrolidin-1-yl)acetamido)pyridin-3-yl)-[1,2,4]triazolo[4,3-a]pyridine-3-carboxamide